C(#N)C=1C=C(C=CC1)C=1N=C(SC1C1=CC(=NC(=C1)C)C)NC(=O)N1CC2(CCO2)C1 N-[4-(3-Cyanophenyl)-5-(2,6-dimethyl-4-pyridyl)thiazol-2-yl]-1-oxa-6-azaspiro[3.3]heptane-6-carboxamide